FC1=CC(=C(C=O)C=C1)O 4-FLUORO-2-HYDROXYBENZALDEHYDE